3-(4-(aminomethyl)-2,2-dimethyl-7-oxo-3,4,7,9-tetrahydropyrano[2,3-e]isoindol-8(2H)-yl)piperidine-2,6-dione formate C(=O)O.NCC1CC(OC2=C3CN(C(C3=CC=C21)=O)C2C(NC(CC2)=O)=O)(C)C